OC(=CC=CC=CC=CC=CC(=O)O)CCCCCCCCC 11-hydroxyeicosapentaenoic acid